BrC=1C=C(C=CC1)C=1C=NC=2N(C1)C=C(N2)C#N 6-(3-bromophenyl)imidazo[1,2-a]pyrimidine-2-carbonitrile